C1(C=CC(N1C=1C=C(OC2=CC=C(C=C2)C(=O)C2=CC=C(C=C2)OC2=CC(=CC=C2)N2C(C=CC2=O)=O)C=CC1)=O)=O bis(4-(3-maleimidophenoxy) phenyl) ketone